ClC=1C=C(C=C2C(=C(C=NC12)C#N)NC1=CC(=C(C=C1)F)Cl)N[C@@H](C=1N=COC1)C=1N=NN(C1)C(C)C (S)-8-chloro-4-((3-chloro-4-fluorophenyl)amino)-6-(((1-isopropyl-1H-1,2,3-triazol-4-yl)(oxazol-4-yl)methyl)amino)quinoline-3-carbonitrile